C1(CCCCC1)N1N=CC=2C1=NC(=NC2NC(=O)C=2SC(=CC2)[N+](=O)[O-])C2=CC1=C(OCCO1)C=C2 N-(1-cyclohexyl-6-(2,3-dihydrobenzo[b][1,4]dioxin-6-yl)-1H-pyrazolo[3,4-d]pyrimidin-4-yl)-5-nitrothiophene-2-carboxamide